(S)-6-(3-(3-Chloro-4-(4,4-difluorocyclohexyl)phenyl)-2-methylpropyl)-2-thia-6-azaspiro[3.4]octane 2,2-dioxide ClC=1C=C(C=CC1C1CCC(CC1)(F)F)C[C@@H](CN1CC2(CS(C2)(=O)=O)CC1)C